diacetamidodiphenylmethane C(C)(=O)NC(C1=CC=CC=C1)(C1=CC=CC=C1)NC(C)=O